(2s,3s)-2-(4-methoxyphenyl)-3-methyl-3-(naphthalen-2-yl)-5-oxotetrahydrofuran-2-carbonitrile COC1=CC=C(C=C1)[C@@]1(OC(C[C@]1(C1=CC2=CC=CC=C2C=C1)C)=O)C#N